O=C1C(=C(C=NN1)N[C@H](COCC(=O)N)C)C(F)(F)F ((S)-2-((6-oxo-5-(trifluoromethyl)-1,6-dihydropyridazin-4-yl)amino)propoxy)acetamide